C(C=C)(=O)N1C[C@@H](CC1)C1=CN(C=2C(=NNC(C21)=O)N)C2=CC=C(C=C2)OC2=C(C(=CC=C2)[2H])F (S)-3-(1-Acryloylpyrrolidin-3-yl)-7-amino-1-(4-(2-fluorophenoxy-3-d)phenyl)-1,5-dihydro-4H-pyrrolo[2,3-d]pyridazin-4-on